C(#C)C1=C2C(=CC(=CC2=CC=C1F)O)C1=C(C=2N=C(N=C(C2C=N1)N1CCOC[C@](C1)(C)OC)OC[C@]12CCCN2C[C@@H](C1)F)F 5-ethynyl-6-fluoro-4-(8-fluoro-2-(((2R,7aS)-2-fluorotetrahydro-1H-pyrrolizin-7a(5H)-yl)methoxy)-4-((R)-6-methoxy-6-methyl-1,4-oxazepan-4-yl)pyrido[4,3-d]pyrimidin-7-yl)naphthalen-2-ol